ClC=1C=C(CNC([C@@H](CCC(NC(C2=CC=CC=C2)(C2=CC=CC=C2)C2=CC=CC=C2)=O)N2C([C@H]3N(C(CC2)CCC2=CC=CC=C2)C[C@@H](C3)NC(OC(C)(C)C)=O)=O)=O)C=CC1Cl tert-butyl ((8R,9aS)-2-((R)-1-((3,4-dichlorobenzyl)amino)-1,5-dioxo-5-(tritylamino)pentan-2-yl)-1-oxo-5-phenethyloctahydro-1H-pyrrolo[1,2-a][1,4]diazepin-8-yl)carbamate